C1(CC1)C=1C=NN(C1)C1=CC=C(C=N1)S(=O)(=O)NC=1C2=C(C=NC1OC)C=NN2C 6-(4-cyclopropylpyrazol-1-yl)-N-{6-methoxy-1-methylpyrazolo[4,3-c]pyridin-7-yl}pyridine-3-sulfonamide